C1(CC1)C=1N=NN(C1)[C@H](C(=O)N1[C@@H](C[C@H](C1)O)C(=O)NCC1C(S(CC1)(=O)=O)(C)C)C(C)(C)C (2S,4R)-1-[(2S)-2-(4-cyclopropyltriazol-1-yl)-3,3-dimethyl-butanoyl]-N-[(2,2-dimethyl-1,1-dioxo-thiolan-3-yl)methyl]-4-hydroxy-pyrrolidine-2-carboxamide